CC=1C=C(SC1)B1OC(C(O1)(C)C)(C)C 4-methyl-2-(4,4,5,5-tetramethyl-1,3,2-dioxaborolan-2-yl)thiophene